C1(CCCC1)C1(NC(=NC=C1N)C=1C=NC=NC1)N 4-cyclopentyl-2-pyrimidin-5-ylpyrimidine-4,5-diamine